N1=C(C=CC=C1)C1(CCC1)NC(=O)[C@H]1CN(CC[C@@H]1NC(=O)C1=NOC(=C1)C1=C(C=C(C=C1)F)F)CC1CC1 (3S,4S)-1-Cyclopropylmethyl-4-{[5-(2,4-difluoro-phenyl)-isoxazole-3-carbonyl]-amino}-piperidine-3-carboxylic acid (1-pyridin-2-yl-cyclobutyl)-amide